Tert-Butyl (2S,3S)-2-(3-bromobenzyl)-3-((ethylsulfonyl)amino)pyrrolidine-1-carboxylate BrC=1C=C(C[C@@H]2N(CC[C@@H]2NS(=O)(=O)CC)C(=O)OC(C)(C)C)C=CC1